O=C1NC(CCC1N1C(C2=CC=CC(=C2C1=O)CCN1CCC(CC1)NC(OC(C)(C)C)=O)=O)=O tert-butyl (1-(2-(2-(2,6-dioxopiperidin-3-yl)-1,3-dioxoisoindolin-4-yl)ethyl)piperidin-4-yl)carbamate